4,8-dihydroxyoct-6-yn-1-yl (S)-pivalate C(C(C)(C)C)(=O)OCCCC(CC#CCO)O